Cl.N[C@H](C(=O)OC)CCC(N1CCC2=C(CC1)C=CC=C2)=O Methyl (S)-2-amino-5-oxo-5-(1,2,4,5-tetrahydro-3H-benzo[d]azepin-3-yl)pentanoate hydrochloride